(±)-cis-N-[8-amino-6-(4-methoxy-3-pyridyl)-3-isoquinolinyl]-2-fluoro-cyclopropanecarboxamide NC=1C=C(C=C2C=C(N=CC12)NC(=O)[C@H]1[C@H](C1)F)C=1C=NC=CC1OC |r|